2-Bromonaphthalene-d7 BrC1=C(C2=C(C(=C(C(=C2C(=C1[2H])[2H])[2H])[2H])[2H])[2H])[2H]